FC(C1=NN=C(S1)C1=NC(=NC2=CC=C(C=C12)S(=O)(=O)NC1(CC1)C)N1[C@@H](C[C@H](CC1)O)C)F 4-(5-(difluoromethyl)-1,3,4-thiadiazol-2-yl)-2-((2R,4S)-4-hydroxy-2-methylpiperidin-1-yl)-N-(1-methylcyclopropyl)quinazoline-6-sulfonamide